6-chloro-1,4:5,8-dimethano-1,4,4a,5,6,7,8,8a-octahydronaphthalene ClC1C2C3C4C=CC(C3C(C1)C2)C4